OC[C@@H]1C[C@@H](CO1)NC1=NC=2N([C@H](C(NC2C(=N1)C)=O)C)C (7S)-2-((cis-5-(hydroxymethyl)tetrahydrofuran-3-yl)amino)-4,7,8-trimethyl-7,8-dihydropteridin-6(5H)-one